N-[(4-{[4-chloro-2-(trifluoro-methoxy)phenyl]sulfamoyl}phenyl)methyl]-1H-pyrrolo[3,2-c]pyridine-2-carboxamide ClC1=CC(=C(C=C1)NS(=O)(=O)C1=CC=C(C=C1)CNC(=O)C1=CC=2C=NC=CC2N1)OC(F)(F)F